OCCOCCN([C@H](C(=O)OCC)CCCNC(=N)N)CCOCCO (S)-ethyl 2-(bis(2-(2-hydroxyethoxy)ethyl)amino)-5-guanidinopentanoate